The molecule is an isobenzofuranone that is 2-benzofuran-1(3H)-one substituted by a hydroxy group at position 7 and a 3,4-dihydroxybenzylidene group at position 3. It has been isolated from the roots of Scorzonera judaica. It has a role as a metabolite and a plant metabolite. It is a gamma-lactone, a member of catechols and an isobenzofuranone. C1=CC\\2=C(C(=C1)O)C(=O)O/C2=C\\C3=CC(=C(C=C3)O)O